N-(4-((5-(1,6-dimethyl-1H-pyrazolo[3,4-b]pyridin-4-yl)-3-methyl-4,5,6,7-tetrahydro-1H-pyrazolo[4,3-c]pyridin-1-yl)methyl)bicyclo[2.2.2]oct-1-yl)methanesulfonamide CN1N=CC=2C1=NC(=CC2N2CC1=C(CC2)N(N=C1C)CC12CCC(CC1)(CC2)NS(=O)(=O)C)C